N-(2-(4-(azidomethyl)piperidin-1-yl)ethyl)-4-(tert-butyl)benzenesulfonamide N(=[N+]=[N-])CC1CCN(CC1)CCNS(=O)(=O)C1=CC=C(C=C1)C(C)(C)C